BrC1=CC=C(C=C1)C1=CC=C(C=C1)Br 4,4'-dibromo-biphenyl